Prop-2-en-1-yl-(11a'S)-8'-[(5-bromopentyl)oxy]-7'-methoxy-5'-oxo-11',11a'-dihydro-1'H-spiro[cyclopropane-1,2'-pyrrolo[2,1-c][1,4]benzodiazepine] C(C=C)C1C2(CN3[C@@H]1CNC1=C(C3=O)C=C(C(=C1)OCCCCCBr)OC)CC2